n-methylpiperazine 8-(5-chloro-2-hydroxybenzoamido)octanoic acid salt ClC=1C=CC(=C(C(=O)NCCCCCCCC(=O)O)C1)O.CN1CCNCC1